BrC=1N=C2C(=NC1)N=C(S2)N2C(=CC=C2C)C 6-bromo-2-(2,5-dimethyl-1H-pyrrol-1-yl)thiazolo[4,5-b]pyrazine